FC1C(C1)C(=O)NC=1SC2=C(C=NC(=C2)C2=C(C=CC=C2C)F)N1 2-fluoro-N-(6-(2-fluoro-6-methylphenyl)thiazolo[4,5-c]pyridin-2-yl)cyclopropane-1-carboxamide